FC1=CC=C2C3=C(NC2=C1)C(=NC=C3)C(=O)NCC3=CC=C(C=C3)Br 7-Fluoro-N-(4-bromobenzyl)-9H-pyrido[3,4-b]indole-1-carboxamide